C(C)(C)(C)OC(=O)N1C[C@@H]2C([C@@H]2C1)N (1R,5S,6R)-6-amino-3-azabicyclo[3.1.0]Hexane-3-carboxylic acid tert-butyl ester